[I-].C(=O)(O)CCCCCN1C(SC2=C1C=CC=C2)C 3-(5-carboxypentyl)-2-methylbenzothiazole iodide salt